1-(2-chloroethyl)-4-methylpiperazine ClCCN1CCN(CC1)C